[Na].BrC=1C=C(C(=NC1)C(=O)NC)F 5-bromo-3-fluoro-N-methylpyridineformamide Sodium